7-(3-(difluoromethoxy)-5-fluorophenyl)-3-(2-hydroxy-2-methylpropyl)-1-((3-(trifluoromethyl)phenyl)sulfonyl)-2,3-dihydroquinazolin-4(1H)-one FC(OC=1C=C(C=C(C1)F)C1=CC=C2C(N(CN(C2=C1)S(=O)(=O)C1=CC(=CC=C1)C(F)(F)F)CC(C)(C)O)=O)F